1-(bromomethyl)-2-fluoro-4-fluorobenzene BrCC1=C(C=C(C=C1)F)F